(2-chloro-4-fluorobenzoyl)-4'-(3,4-dihydroxyphenyl)-1'-methylspiro[indoline-3,2'-pyrrolidin]-2-one ClC1=C(C(=O)C2C3(N(CC2C2=CC(=C(C=C2)O)O)C)C(NC2=CC=CC=C23)=O)C=CC(=C1)F